butyl (17-hydroxy-3,6,9,12,15-pentaoxaheptadecyl)carbamate OCCOCCOCCOCCOCCOCCNC(OCCCC)=O